C1(CC1)C(=O)N(NC(=O)OC(C)(C)C)C tert-butyl 2-(cyclopropanecarbonyl)-2-methylhydrazine-1-carboxylate